N1C=C(C=2C1=NC=CC2)C=2N=C(SC2)C=2C=C(C=CC2)[C@]2(CCN1C2=NC=C1)O (S)-7-(3-(4-(1H-Pyrrolo[2,3-b]pyridin-3-yl)thiazol-2-yl)phenyl)-6,7-dihydro-5H-pyrrolo[1,2-a]imidazol-7-ol